tert-butyl (2R,4S)-2-((S)-2-(((6-amino-2-methylpyridin-3-yl)methyl)carbamoyl)azetidine-1-carbonyl)-4-(4-bromobenzyl)pyrrolidine-1-carboxylate NC1=CC=C(C(=N1)C)CNC(=O)[C@H]1N(CC1)C(=O)[C@@H]1N(C[C@H](C1)CC1=CC=C(C=C1)Br)C(=O)OC(C)(C)C